CC1([C@@H](N2C([C@H]([C@H]2S1)NC(CC1=CC=CC=C1)=O)=O)C(=O)[O-])C.[K+] Potassium (2S,5R,6R)-3,3-dimethyl-7-oxo-6-(2-phenylacetamido)-4-thia-1-azabicyclo[3.2.0]heptane-2-carboxylate